N-(5-bromo-2-methylpyrimidin-4-yl)-3-methyl-1H-indazol-4-amine BrC=1C(=NC(=NC1)C)NC=1C=2C(=NNC2C=CC1)C